ClC=1N=C(C2=C(N1)CCN(C2)C(=O)OC(C)(C)C)NCC2=CC=C(C=C2)C=2N(C=C(N2)C(F)(F)F)C(C)C tert-butyl 2-chloro-4-((4-(1-isopropyl-4-(trifluoromethyl)-1H-imidazol-2-yl)benzyl)amino)-7,8-dihydropyrido[4,3-d]pyrimidine-6(5H)-carboxylate